N-[3-({4-[({2-[methyl(methylsulfonyl)amino]pyridin-3-yl}methyl)amino]-5-(trifluoromethyl)pyrimidin-2-yl}amino)phenyl]acetamide CN(C1=NC=CC=C1CNC1=NC(=NC=C1C(F)(F)F)NC=1C=C(C=CC1)NC(C)=O)S(=O)(=O)C